[6-(3-cyclopropyl-1,2,4-triazol-1-yl)-2-azaspiro[3.3]heptan-2-yl]-[3-[4-(trifluoromethyl)pyridazin-3-yl]oxyazetidin-1-yl]methanone C1(CC1)C1=NN(C=N1)C1CC2(CN(C2)C(=O)N2CC(C2)OC=2N=NC=CC2C(F)(F)F)C1